(6-bromo-2,3-difluorophenyl)acetonitrile BrC1=CC=C(C(=C1CC#N)F)F